C(C)(C)C=1C=C(C=C(C1)C(C)C)C1=NN(C(=C1O)C)C 3-(3,5-Diisopropylphenyl)-1,5-dimethyl-pyrazol-4-ol